[Br-].C(CC)N(S(=O)(=O)C1=CC=C(C=C1)C=1OC=C(N1)C[P+](C1=CC=CC=C1)(C1=CC=CC=C1)C1=CC=CC=C1)CCC ((2-(4-(N,N-dipropylaminosulfonyl)phenyl)oxazol-4-yl)methyl)triphenylphosphonium bromide